propiolic chloride C(C#C)(=O)Cl